N-((1S,2R)-2-((4-cyclopropyl-2-(methylcarbamoyl)-6-nitrophenyl)amino)cyclohexyl)-6-fluoro-2-oxo-1,2-dihydroquinoline-4-carboxamide C1(CC1)C1=CC(=C(C(=C1)[N+](=O)[O-])N[C@H]1[C@H](CCCC1)NC(=O)C1=CC(NC2=CC=C(C=C12)F)=O)C(NC)=O